FC1=CC=C(OC[C@@H]2[C@H](CCC2)N(C(OC(C)(C)C)=O)C)C=C1 tert-butyl ((1S,2S)-2-((4-fluorophenoxy)methyl)cyclopentyl)(methyl)carbamate